CC(C[C@@H](C(=O)N1CCC(CC1)CCN1CCCC1)N1C([C@@H](N(CC1)C(=O)N(C)C)CC(C)C)=O)C (S)-1-[(S)-3-Methyl-1-({4-[2-(1-pyrrolidinyl)ethyl]-1-piperidyl}carbonyl)butyl]-4-(dimethylamino)carbonyl-3-isobutyl-2-piperazinone